2,5-dimethyl-4-phenoxybenzene CC1=CC=C(C(=C1)OC1=CC=CC=C1)C